methyl (1r,4R)-4-(3-chloroanilino)-6'-fluoro-2'-{(2R)-3-[(4-methoxyphenyl)methoxy]-2-methylpropyl}spiro[cyclohexane-1,1'-indene]-4-carboxylate ClC=1C=C(NC2(CCC3(C(=CC4=CC=C(C=C34)F)C[C@H](COCC3=CC=C(C=C3)OC)C)CC2)C(=O)OC)C=CC1